2-((3R)-1-(6-(5-((5-(2,2-difluorocyclopropyl)-2-oxopyridin-1(2H)-yl)methyl)-1-Methyl-1H-1,2,3-triazol-4-yl)-2-ethylpyridin-3-yl)piperidin-3-yl)acetic acid FC1(C(C1)C=1C=CC(N(C1)CC1=C(N=NN1C)C1=CC=C(C(=N1)CC)N1C[C@H](CCC1)CC(=O)O)=O)F